CC1(C2=CC=CC=C2C=2C=CC(=CC12)N(C1=CC=CC=2OC3=C(C21)C=CC=C3)C3=CC=C2C1=CC=C4C(=C1C(C2=C3)C3=CC=CC=C3)C(=CC=C4)C4=CC=CC=C4)C N-(9,9-dimethyl-9H-fluoren-2-yl)-N-(l-1,11-diphenyl-11H-benzo[a]fluoren-9-yl)dibenzo[b,d]furan-1-amine